(R)-N'-((3-Ethyl-1,2,3,5,6,7-hexahydrodicyclopenta[b,e]pyridin-8-yl)carbamoyl)-2-(2-hydroxypropan-2-yl)thiazole-5-sulfonimidamide C(C)C1CCC=2C1=NC1=C(C2NC(=O)N=[S@](=O)(N)C2=CN=C(S2)C(C)(C)O)CCC1